6-(tert-butyl)-4-(4-methoxyphenyl)-1,3,5-triazin-2(1H)-one C(C)(C)(C)C1=NC(=NC(N1)=O)C1=CC=C(C=C1)OC